1-stearoyl-sn-glycero-3-phosphocholine C(CCCCCCCCCCCCCCCCC)(=O)OC[C@@H](O)COP(=O)([O-])OCC[N+](C)(C)C